N-(4-(3,5-bis(trifluoromethyl)-1H-pyrazol-1-yl)phenyl)-4-methyl-1,2,3-thiadiazole-5-carboxamide FC(C1=NN(C(=C1)C(F)(F)F)C1=CC=C(C=C1)NC(=O)C1=C(N=NS1)C)(F)F